2-hydroxy-1-(6-(methyl-(7H-pyrrolo[2,3-d]pyrimidin-4-yl)amino)-2-azaspiro[3.3]heptan-2-yl)ethanone OCC(=O)N1CC2(C1)CC(C2)N(C=2C1=C(N=CN2)NC=C1)C